C(C1=CC=CC=C1)OC(=O)N[C@@H](CCCCN)C(=O)O Benzyloxycarbonyllysine